N=1C=CN2C1N=CC(=C2)C2=CNC=1N=C(N=CC12)NC1CCC(CC1)(O)C 4-((5-(imidazo[1,2-a]pyrimidin-6-yl)-7H-pyrrolo[2,3-d]pyrimidin-2-yl)amino)-1-methylcyclohexan-1-ol